COC(=O)C1=NNC2=CC=CC=C12 3-indazolecarboxylic acid methyl ester